methacryloxypropyl methacrylate C(C(=C)C)(=O)OCCCOC(C(=C)C)=O